[Si](C)(C)(C(C)(C)C)O[C@@H](C(=O)N=[S@@](=O)(C)C=1C=C(C=CC1)NC(C1=C(C=C(C(=C1)Cl)C(F)(F)F)OC=1C(=NC(=CC1)F)C)=O)C N-(3-((R)-N-((R)-2-((tert-butyldimethylsilyl)oxy)propanoyl)-S-methylsulfonimidoyl)phenyl)-5-chloro-2-((6-fluoro-2-methylpyridin-3-yl)oxy)-4-(trifluoromethyl)benzamide